{(3,4-epoxycyclohexyl)methyl}trimethoxysilane C1(CC2C(CC1)O2)C[Si](OC)(OC)OC